FC(C1=CC=C(C=C1)C=1N=NN(N1)CC1=CC=C(C(=O)NO)C=C1)(F)F 4-[[5-[4-(trifluoromethyl)phenyl]tetrazol-2-yl]methyl]benzohydroxamic acid